(8-chloro-3-cyano-4-(neopentylamino) quinolin-6-yl) carbamate C(N)(OC=1C=C2C(=C(C=NC2=C(C1)Cl)C#N)NCC(C)(C)C)=O